C(C)(=O)NC=1SC=2C(N1)=C(C(=C(C2)Br)F)C(=O)O 2-acetamido-6-bromo-5-fluorobenzo[D]thiazole-4-carboxylic acid